(S)-2-(7-hydroxycarbamoylheptanoylamino)-3-(4-methoxybiphenyl-4-yl)-propionic acid methyl ester COC([C@H](CC1(CC=C(C=C1)C1=CC=CC=C1)OC)NC(CCCCCCC(NO)=O)=O)=O